ClC1=CC(=NC=C1)C1=NC=CC(=C1)Cl 4,4'-dichlorio-2,2'-bipyridine